2-(thiophen-2-yl)oxazole S1C(=CC=C1)C=1OC=CN1